COCC(=O)OC1C[C@@H](CCC1C(C)C)C (1R,2S,5R)-3-menthyl methoxyacetate